2,6-bis(toluenesulfonyloxymethyl)pyridine C(C1=CC=CC=C1)S(=O)(=O)OCC1=NC(=CC=C1)COS(=O)(=O)CC1=CC=CC=C1